C(C)N(C(=O)C=1C(=C(C(=CC1CCCCC)O)C1CCCC(=C1)C)O)CC N,N-diethyl-2,6-dihydroxy-5'-methyl-4-pentyl-1',2',3',4'-tetrahydro-[1,1'-biphenyl]-3-carboxamide